1,3-dihydro-2-oxobenzo[c]thiophene-4,5-disulfonic acid O=S1CC=2C(C1)=C(C(=CC2)S(=O)(=O)O)S(=O)(=O)O